1-(5-((7-fluoro-2,3-dihydrobenzo[b][1,4]dioxin-5-yl)amino)-7-(methylamino)pyrazolo[1,5-a]pyrimidin-3-yl)-3-(2-fluorocyclopropyl)urea FC=1C=C(C2=C(OCCO2)C1)NC1=NC=2N(C(=C1)NC)N=CC2NC(=O)NC2C(C2)F